ClC1=C(C=CC=C1)C1=C(C2=C(C=3C=NNC3C=C2)CCC1)C1=CC=C(C=C1)N1CCC(CC1)C=O 1-[4-[7-(2-chlorophenyl)-3,8,9,10-tetrahydrocyclohepta[e]indazol-6-yl]phenyl]piperidine-4-carbaldehyde